(R)-4-chloro-N-(1-methylpiperidine-3-yl)phthalazin-1-amine ClC1=NN=C(C2=CC=CC=C12)N[C@H]1CN(CCC1)C